2-fluoro-5-(6-methoxy-7-(methylamino)quinazolin-4-yloxy)-4-methyl-N-(4-((3-oxopiperazin-1-yl)methyl)-3-(trifluoromethyl)phenyl)benzamide FC1=C(C(=O)NC2=CC(=C(C=C2)CN2CC(NCC2)=O)C(F)(F)F)C=C(C(=C1)C)OC1=NC=NC2=CC(=C(C=C12)OC)NC